C1C(COC(O1)C2=CC=CC=C2)O 1,3-benzylideneglycerol